methyl α-lithioisobutyrate [Li]C(C(=O)OC)(C)C